3-{3-[(4,4-difluorocyclohexyl)methoxy]phenyl}-4-(trifluoromethyl)-1H-pyrrolo[3,2-c]pyridine FC1(CCC(CC1)COC=1C=C(C=CC1)C1=CNC2=C1C(=NC=C2)C(F)(F)F)F